OCCNC(=O)C=1SC2=C(C1)C=CC=C2 N-(2-hydroxyethyl)benzothiophene-2-carboxamide